3-methylsulfanyl-N-phenylpropionamide CSCCC(=O)NC1=CC=CC=C1